(2S,5S)-4-(3,3-difluoro-1-methylcyclopentane-1-carbonyl)-2,3,4,5-tetrahydro-2,5-methanopyrido[3,4-f][1,4]oxazepine-9-carbonitrile FC1(CC(CC1)(C(=O)N1C[C@H]2OC3=C([C@@H]1C2)C=NC=C3C#N)C)F